CC1(OB(OC1(C)C)C=1C=CC=C2C=C(N=CC12)N)C 8-(4,4,5,5-tetramethyl-1,3,2-dioxaborolan-2-yl)isoquinolin-3-amine